3,5-Di-Iodo-tyrosine IC=1C=C(C[C@H](N)C(=O)O)C=C(C1O)I